4-{[3-(4-{[1-(2-methoxyethyl)piperidin-4-yl]amino}-1-(2,2,2-trifluoroethyl)-1H-indol-2-yl)prop-2-yn-1-yl]amino}-N-methylbenzene-1-sulfonamide COCCN1CCC(CC1)NC1=C2C=C(N(C2=CC=C1)CC(F)(F)F)C#CCNC1=CC=C(C=C1)S(=O)(=O)NC